3,5-difluoro-4-[[5-[5-(pyrrolidin-1-ylmethyl)-2-furyl]-1,2,4-oxadiazol-3-yl]methyl]benzohydroxamic acid FC=1C=C(C(=O)NO)C=C(C1CC1=NOC(=N1)C=1OC(=CC1)CN1CCCC1)F